N-Benzyl-5-(4-(5-(((4-(trifluoromethyl)pyridin-2-yl)methyl)carbamoyl)-1,3,4-thiadiazol-2-yl)butyl)-1,3,4-thiadiazole-2-carboxamide C(C1=CC=CC=C1)NC(=O)C=1SC(=NN1)CCCCC=1SC(=NN1)C(NCC1=NC=CC(=C1)C(F)(F)F)=O